COCN1C(N(C(N(C1=O)CC1CO1)=O)CC1CO1)=O monomethoxymethyl-diglycidyl-isocyanuric acid